sulfo-amine S(=O)(=O)(O)N